N,N-dimethylcyclohexane-1-carboxamide CN(C(=O)C1CCCCC1)C